4,4,5,5-tetramethyl-2-[2-(trifluoromethyl)phenyl]-1,3,2-dioxaborolane CC1(OB(OC1(C)C)C1=C(C=CC=C1)C(F)(F)F)C